The molecule is a phosphorus oxoanion obtained by selective deprotonation of two of the three phosphate OH groups of thiophosphoric acid. It is a phosphorus oxoanion and a divalent inorganic anion. It is a conjugate base of a phosphorothioic O,O,O-acid. OP(=S)([O-])[O-]